3-acetyl-8-chloro-2-phenyl-1(2H)-isoquinolone C(C)(=O)C=1N(C(C2=C(C=CC=C2C1)Cl)=O)C1=CC=CC=C1